benzyl-3-[(tert-butoxycarbonyl)[(1s,3s)-3-fluorocyclobutyl]amino]pyrrolidine-1-carboxylate C(C1=CC=CC=C1)OC(=O)N1CC(CC1)N(C1CC(C1)F)C(=O)OC(C)(C)C